N,N'-dibenzyl-5-eicosanyl-m-phenylenediamine C(C1=CC=CC=C1)NC1=CC(=CC(=C1)CCCCCCCCCCCCCCCCCCCC)NCC1=CC=CC=C1